methyl 1-(4-(azetidin-3-yl)-2,5-dimethylbenzyl)piperidine-4-carboxylate N1CC(C1)C1=CC(=C(CN2CCC(CC2)C(=O)OC)C=C1C)C